C(C)(C)(C)C1=C(C(=CC(=C1)C=C)N1N=C2C(=N1)C=CC(=C2)Cl)O 2-(tert-butyl)-6-(5-chloro-2H-benzo[d][1,2,3]-triazol-2-yl)-4-vinylphenol